3-hydroxypropenyl-sulfonic acid OCC=CS(=O)(=O)O